2-fluoro-6-[(2,3-dimethoxybenzyl)amino]-9-(tetrahydrofuran-2-yl)-9H-purine FC1=NC(=C2N=CN(C2=N1)C1OCCC1)NCC1=C(C(=CC=C1)OC)OC